1-(4-bromophenyl)-3-[2-(diethylamino)-4-methylquinolin-6-yl]urea BrC1=CC=C(C=C1)NC(=O)NC=1C=C2C(=CC(=NC2=CC1)N(CC)CC)C